CNC(=O)C=1N=C2N(C=C(N=C2NCC2CCNCC2)C2=CC(=NC=C2)Cl)C1C 6-(2-Chloro-pyridin-4-yl)-3-methyl-8-[(piperidin-4-ylmethyl)-amino]-imidazo[1,2-a]pyrazine-2-carboxylic acid methylamide